inosine-5'-monophosphate disodium salt [Na+].[Na+].P(=O)([O-])([O-])OC[C@@H]1[C@H]([C@H]([C@@H](O1)N1C=NC=2C(O)=NC=NC12)O)O